ClC=1C=C(C=CC1Cl)N1N=C(C(C1)C)NC(CCCNC(COCCN(CCOCCOCCNC(OC(C)(C)C)=O)C)=O)=O tert-butyl (19-((1-(3,4-dichlorophenyl)-4-methyl-4,5-dihydro-1H-pyrazol-3-yl)amino)-9-methyl-14,19-dioxo-3,6,12-trioxa-9,15-diazanonadecyl)carbamate